pyrano[2,3-d]pyrimidine N1=CN=CC2=C1OCC=C2